NC/C(/CN1N=CN(C1=O)CC1=CC=C(S1)C1=C(C=CC=C1)S(=O)(=O)NC1CC1)=C\F [5-({1-[(2E)-2-(aminomethyl)-3-fluoroprop-2-en-1-yl]-5-oxo-1,5-dihydro-4H-1,2,4-triazol-4-yl}methyl)thiophen-2-yl]-N-cyclopropylbenzenesulfonamide